ClC=1C=C(C=C(C1)S(=O)(=O)C)NC(=O)C1=CN(C(=C1)C)C1=NC=C(C=C1OC1CCC1)N1CC(C1)(F)F N-(3-chloro-5-(methylsulfonyl)phenyl)-1-(3-cyclobutoxy-5-(3,3-difluoroazetidin-1-yl)pyridin-2-yl)-5-methyl-1H-pyrrole-3-carboxamide